N-methyl-4-(7-nitrobenzo[d]imidazo[2,1-b]thiazol-2-yl)benzamide 7-[(4-methyloxazol-5-yl)methoxy]-3,4-dihydro-1H-isoquinoline-2-carboxylate CC=1N=COC1COC1=CC=C2CCN(CC2=C1)C(=O)O.CNC(C1=CC=C(C=C1)C=1N=C2SC3=C(N2C1)C=CC(=C3)[N+](=O)[O-])=O